3-chloro-4-(((3R,4S)-4-((4-chlorophenyl)sulfonyl)-3-hydroxy-3-(hydroxymethyl)pyrrolidin-1-yl)Sulfonyl)benzonitrile ClC=1C=C(C#N)C=CC1S(=O)(=O)N1C[C@]([C@H](C1)S(=O)(=O)C1=CC=C(C=C1)Cl)(CO)O